BrC=1C=C(C=C2C=C(NC12)C=1CN(CCC1)C(=O)OC(C)(C)C)C(=O)OC Methyl 7-bromo-2-(1-(tert-butoxycarbonyl)-1,2,5,6-tetrahydropyridin-3-yl)-1H-indole-5-carboxylate